1-[(4-chlorophenyl)methyl]-5-oxo-N-(pyridin-3-ylmethyl)pyrrolidin-3-carboxamid ClC1=CC=C(C=C1)CN1CC(CC1=O)C(=O)NCC=1C=NC=CC1